1-(6-chloro-4-(4-((dimethylamino)methyl)cyclohexylamino)-1,5-naphthyridin-3-yl)ethanone ClC=1N=C2C(=C(C=NC2=CC1)C(C)=O)NC1CCC(CC1)CN(C)C